5-amino-N-(3-chloro-4-fluorophenyl)-3-(5-hydroxy-5-(1H-pyrazol-4-yl)octahydropentalen-2-yl)-1-methyl-1H-pyrazole-4-carboxamide NC1=C(C(=NN1C)C1CC2CC(CC2C1)(C=1C=NNC1)O)C(=O)NC1=CC(=C(C=C1)F)Cl